N(CCO)CCO.P(=O)(OCCCCCCCCCCCC)(O)O dodecyl phosphate diethanolamine salt